OC[C@H]1O[C@@]2(CCCO2)[C@@H]([C@H]([C@H]1O)N1N=NC(=C1)C1=CC(=C(C(=C1)F)F)F)O (5S,7R,8R,9S,10R)-7-(hydroxymethyl)-9-(4-(3,4,5-trifluorophenyl)-1H-1,2,3-triazole-1-yl)-1,6-dioxaspiro[4.5]decane-8,10-diol